(E)-2-cyano-3-(6-fluoro-1-phenyl-1H-indol-3-yl)acrylic acid C(#N)/C(/C(=O)O)=C\C1=CN(C2=CC(=CC=C12)F)C1=CC=CC=C1